N(C(=O)C)CCCCCC(=O)[O-] 6-acetaminocaproate